COC1=CC=C(C=C1)CN1C(C(CC1(C)C)C(CCNC(OC(C)(C)C)=O)C1=CC=CC=C1)=O tert-Butyl N-[3-[1-[(4-methoxyphenyl)methyl]-5,5-dimethyl-2-oxo-pyrrolidin-3-yl]-3-phenyl-propyl]carbamate